2-Indole C1C[In]C=C1